(±)-2-hydroxydecanoic acid O[C@@H](C(=O)O)CCCCCCCC |r|